CC1=C(C(=C(C=C1)C)P(O)=O)C dimethyl-(tolylphosphinic acid)